CC1N(CCC1)BCl (2-methyl-pyrrolidino)chloroborane